O(C1=CC=CC=C1)C1=CC=C(C=C1)C1=NN(C2=NC=NC=C21)C2CC1(C2)CCN(CC1)C(C#CC)=O 1-(2-(3-(4-phenoxyphenyl)-1H-pyrazolo[3,4-d]pyrimidin-1-yl)-7-azaspiro[3.5]nonan-7-yl)but-2-yn-1-one